C(C)N(C1CNC1)CC N,N-diethylazetidin-3-amine